tri-iodo-L-thyronine IC([C@](N)(C(=O)O)I)(C1=CC=C(C=C1)OC1=CC=C(C=C1)O)I